3-((3-fluoro-2-methoxyphenyl)amino)-2-(isothiazolo[4,3-b]pyridin-3-yl)-1,5,6,7-tetrahydro-4H-pyrrolo[3,2-c]pyridin-4-one FC=1C(=C(C=CC1)NC1=C(NC2=C1C(NCC2)=O)C=2SN=C1C2N=CC=C1)OC